2,2,2-Trifluoroethyl (S)-2-amino-3-(1H-pyrrolo[3,2-b]pyridin-3-yl)propanoate dihydrochloride Cl.Cl.N[C@H](C(=O)OCC(F)(F)F)CC1=CNC=2C1=NC=CC2